CC1(OB(OC1(C)C)C1=C(C#N)C=CC=C1)C 4,4,5,5-tetramethyl-1,3,2-dioxaborolan-2-ylbenzonitrile